2-chloro-4-(chloromethyl)-1-methylbenzene ClC1=C(C=CC(=C1)CCl)C